N1CC(C1)CN1CCN(CC1)C1=CC=C(C=C1)C1C(NC(CC1)=O)=O 3-(4-(4-(Azetidin-3-ylmethyl)piperazin-1-yl)phenyl)piperidine-2,6-dione